C1=C(C=CC2=CC=CC=C12)C=1OC(=CC1)C1=CC=CC=C1 2-(2-naphthyl)-5-phenyl-furan